pyridine-6-carboxylic acid (2-morpholin-4-yl-ethyl)-amide N1(CCOCC1)CCNC(=O)C1=CC=CC=N1